C1(CCCC1)C1=CN(C=2N=CN=C(C21)N[C@@H]2CC[C@@H](N(C2)C(=O)OCC2=CC=CC=C2)C)S(=O)(=O)C2=CC=CC=C2 benzyl (2S,5R)-5-((5-cyclopentyl-7-(phenylsulfonyl)-7H-pyrrolo[2,3-d]pyrimidin-4-yl) amino)-2-methylpiperidine-1-carboxylate